N-(4-(5-(difluoromethyl)-1,3,4-oxadiazol-2-yl)-2-fluorobenzyl)-N-phenylpyridine-3-sulfonamide FC(C1=NN=C(O1)C1=CC(=C(CN(S(=O)(=O)C=2C=NC=CC2)C2=CC=CC=C2)C=C1)F)F